BrC1=C(C=C(C=N1)N)C 6-bromo-5-methylpyridin-3-amine